FC([C@H](C)OC1=C(C(=O)O)C=CC=C1)(F)F [(2S)-1,1,1-trifluoropropan-2-yl]oxylbenzoic acid